N-(dimethylaminomethyl)-acrylamide CN(C)CNC(C=C)=O